N-(2-(1H-1,2,4-triazol-1-yl)benzyl)-2-chloro-9-isopropyl-9H-purin-6-amine N1(N=CN=C1)C1=C(CNC2=C3N=CN(C3=NC(=N2)Cl)C(C)C)C=CC=C1